NCC=1OC2=C(C1)C=CC=C2C(=O)N (aminomethyl)benzofuran-7-carboxamide